NC1C(C=CC=C1)=O 2-anilinoN